ethyl 8-bromo-4-morpholino-1,6-naphthyridine-3-carboxylate BrC=1C=NC=C2C(=C(C=NC12)C(=O)OCC)N1CCOCC1